1-(5-bromothien-3-yl)ethan-1-one BrC1=CC(=CS1)C(C)=O